C(C)OC(C(C1=CC=CC=C1)(OCC)OCC)(C)OCC tetraethoxyphenyl-propane